N-{1-[4-{[1-(propan-2-yl)-1H-pyrazolo[4,3-c]pyridin-6-yl]amino}-6-(pyrrolidin-1-yl)pyrimidin-2-yl]piperidin-4-yl}pent-4-ynamide CC(C)N1N=CC=2C=NC(=CC21)NC2=NC(=NC(=C2)N2CCCC2)N2CCC(CC2)NC(CCC#C)=O